FC1(CC(C1)OC=1C=2N(C=C(C1)N)C=CN2)F 8-(3,3-difluorocyclobutyloxy)imidazo[1,2-a]pyridine-6-amine